(R)-2-(pyridin-4-yl)-4-(3-(trifluoromethyl)piperazin-1-yl)-1,7-naphthyridine N1=CC=C(C=C1)C1=NC2=CN=CC=C2C(=C1)N1C[C@@H](NCC1)C(F)(F)F